ClC=1C=C(C=CC1)C1=CN=C(O1)CSC1=NC(=NC(=N1)C1=CSC=C1)N 4-(((5-(3-Chlorophenyl)oxazol-2-yl)methyl)thio)-6-(thiophen-3-yl)-1,3,5-triazin-2-amine